dimethyl-propanoyl chloride CC(C(=O)Cl)(C)C